C(C1=CC=CC=C1)OC1=CC=C(C=C1)C[C@@H](C(=O)NCC1CC1)NC(CC1CCN(CC1)C(=O)OC(C)(C)C)=O tert-Butyl (S)-4-(2-((3-(4-(benzyloxy)phenyl)-1-((cyclopropylmethyl)amino)-1-oxopropan-2-yl)amino)-2-oxoethyl)piperidine-1-carboxylate